NC=1C=CC2=C(N=CNC2=O)N1 7-aminopyrido[2,3-d]pyrimidin-4(3H)-one